Spiro[3.4]octane-2-amine hydrochloride Cl.C1C(CC12CCCC2)N